C(CCCCCCC\C=C/C\C=C/CCCCC)(=O)N[C@@H](C)C(=O)O N-linoleoyl-alanine